C(C)(C)(C)C1=NCC=C(C1)C1=C(C=CC(=C1)N)F tert-Butyl-4-(5-amino-2-fluorophenyl)-3,6-dihydropyridine